(+)-1-Benzhydryl-3'-methyl-2'-(p-tolyl)-1',7'-dihydrospiro[indoline-3,6'-pyrrolo[3,2-k]phenanthridin]-2-one C(C1=CC=CC=C1)(C1=CC=CC=C1)N1C(C2(NC=3C=CC=CC3C=3C4=C(C=CC23)C(=C(N4)C4=CC=C(C=C4)C)C)C4=CC=CC=C14)=O